C1(=CC=CC=C1)C1COC2=C(O1)C=CC=C2C2=CCN(CC2)C(=O)OC(C)(C)C tertbutyl 4-(2-phenyl-2,3-dihydrobenzo[b][1,4]dioxin-5-yl)-5,6-dihydropyridine-1(2H)carboxylate